CC(C)C1=C(C(=CC(=C1)C(C)C)C(C)C)S(=O)(=O)OC1=NC=2N(C3=CC(=C(C=C13)Br)OC)N=CC2 7-bromo-8-methoxypyrazolo[1,5-a]quinazolin-5-yl 2,4,6-tris(propan-2-yl)benzene-1-sulfonate